ClC=1C(=NC(=NC1)NC1COC1)C1=CC=C2CN(C(C2=C1)=O)[C@@H](C(=O)N[C@H](CO)C1=CC(=CC(=C1)OC)F)C (2R)-2-(6-{5-chloro-2-[(oxetan-3-yl)amino]pyrimidin-4-yl}-1-oxo-2,3-dihydro-1H-isoindol-2-yl)-N-[(1S)-1-(3-fluoro-5-methoxyphenyl)-2-hydroxyethyl]propionamide